methoxypyridine-2,4-diamine COC=1C(=NC=CC1N)N